4-(1-((2-methoxyethyl)amino)ethyl)benzo[cd]indol-2(1H)-one COCCNC(C)C=1C=C2C3=C(C(NC3=CC=C2)=O)C1